Cl.Cl.FC(C1=CC=CC(=N1)CN)(F)F (6-(trifluoromethyl)pyridin-2-yl)methylamine dihydrochloride